C(#N)C=1C(=NC(=CC1C)C)O 3-cyano-2-hydroxy-4,6-lutidine